(R) and (S)-4-bromo-1-(2,2-difluorocyclopropyl)-5-methyl-1H-pyrazole BrC=1C=NN(C1C)[C@H]1C(C1)(F)F |r|